C(C)N(CC(=O)O[C@@H]1[C@H](CCCC1)[C@@H]1N2C(C3=CC(=CC=C13)F)=CN=C2)C(CCCCC)=O (1S,2R)-2-[(5S)-8-fluoro-5H-imidazo[4,3-a]isoindol-5-yl]cyclohexan-1-ol ethylhexanoyl-glycinate